4-((1,6-naphthyridin-4-yl)amino)-N-(3-(pyridin-4-ylamino)phenyl)benzamide N1=CC=C(C2=CN=CC=C12)NC1=CC=C(C(=O)NC2=CC(=CC=C2)NC2=CC=NC=C2)C=C1